N,N-dimethylbromodifluoroacetamide CN(C(C(F)(F)Br)=O)C